(2S,4S)-4-Methyl-N-[(1S)-1-(2-amino-2-oxo-ethyl)prop-2-ynyl]-1-[1-[4-(trifluoro-methoxy)-phenyl]-cyclopropanecarbonyl]pyrrolidine-2-carboxamide C[C@H]1C[C@H](N(C1)C(=O)C1(CC1)C1=CC=C(C=C1)OC(F)(F)F)C(=O)N[C@H](C#C)CC(=O)N